2,2,2-trifluoro-1-[r-[3-methoxy-4-[2-(trifluoromethoxy)ethoxy]benzoyl]-2,4-dimethyl-spiro[3,4-dihydropyrrolo[1,2-a]pyrazine-1,4'-piperidine]-6-yl]ethanone FC(C(=O)C1=CC=C2N1[C@@H](CN(C21CCN(CC1)C(C1=CC(=C(C=C1)OCCOC(F)(F)F)OC)=O)C)C)(F)F